1-methyl-3-propylimidazolium bromide salt [Br-].CN1C=[N+](C=C1)CCC